C1(=C(C=CC=C1)OC1=CC=C(C=O)C=C1)C 4-(o-tolyloxy)benzaldehyde